FC1(OC2=C(C=CC=3CCO[C@H](C23)CNC)O1)F (R)-1-(2,2-difluoro-7,9-dihydro-6H-[1,3]dioxolo[4,5-H]isochromen-9-yl)-N-methylmethanamine